C(C1=CC=CC=C1)C1=C2N(C=C(N1)C1=CC=C(C=C1)O)C(C(=N2)CC2=CC=C(C=C2)F)=O 8-benzyl-2-(4-fluorobenzyl)-6-(4-hydroxyphenyl)imidazo[1,2-a]pyrazin-3(7H)-one